tert-butyl (1S,5R)-3-(2-chloro-6,8-difluoro-7-(3-(methoxymethoxy)naphthalen-1-yl)quinazolin-4-yl)-1-methyl-3,8-diazabicyclo[3.2.1]octane-8-carboxylate ClC1=NC2=C(C(=C(C=C2C(=N1)N1C[C@@]2(CC[C@H](C1)N2C(=O)OC(C)(C)C)C)F)C2=CC(=CC1=CC=CC=C21)OCOC)F